FC(C1(COC1)C=1C=C(C(=O)O)C=CC1)F 3-[3-(difluoromethyl)oxetan-3-yl]benzoic acid